3-(1-trityl-1H-imidazol-4-yl)propionic acid C(C1=CC=CC=C1)(C1=CC=CC=C1)(C1=CC=CC=C1)N1C=NC(=C1)CCC(=O)O